CN(C1=CC(=C(C=C1)OC)NC([C@@H](N(CCO)CCO)C)=O)C1=CC(OC2=CC=CC=C12)=O 4-(N-methyl-N-(3-(N,N-bis(2-hydroxyethyl)-L-alanylamino)-4-methoxyphenyl)-amino)coumarin